ClC1=CC(=C(C=C1N1C=CC=C1)N1CCCCC1)[N+](=O)[O-] 1-(4-chloro-2-nitro-5-(1H-pyrrol-1-yl)phenyl)piperidine